non-4-yne CCCC#CCCCC